3-bromophenyl-sulfur pentafluoride BrC=1C=C(C=CC1)S(F)(F)(F)(F)F